FC=1C(=C(C=CC1F)[C@H]1[C@H](O[C@@]([C@@H]1C)(C(F)(F)F)C)C(=O)NC1=NC=CC(=C1)C(=O)N)OC 2-[[(2S,3S,4R,5S)-3-(3,4-Difluoro-2-methoxy-phenyl)-4,5-dimethyl-5-(trifluoromethyl)tetrahydrofuran-2-carbonyl]amino]pyridin-4-carboxamid